6-chloro-N-{3-[2-(4-chloro-3-fluorophenoxy)acetamido]bicyclo[1.1.1]pentan-1-yl}-4-hydroxy-4H-1-benzopyran-2-carboxamide ClC=1C=CC2=C(C(C=C(O2)C(=O)NC23CC(C2)(C3)NC(COC3=CC(=C(C=C3)Cl)F)=O)O)C1